2'-((4-methoxybenzyl)amino)-6'-(2-methyl-5-nitrophenyl)-5',6'-dihydro-7'H-spiro[cyclopropane-1,8'-pyrido[4,3-d]pyrimidin]-7'-one COC1=CC=C(CNC=2N=CC3=C(N2)C2(C(N(C3)C3=C(C=CC(=C3)[N+](=O)[O-])C)=O)CC2)C=C1